C[Pt](C1C=CC=C1)(C)C trimethyl-(cyclopentadienyl)platinum